5-(4-cyclopropanecarbonyl-piperazin-1-yl)pyrazolo[1,5-a]pyrimidine-3-carboxamide C1(CC1)C(=O)N1CCN(CC1)C1=NC=2N(C=C1)N=CC2C(=O)N